CC(C)C(CC)([O-])C.[Na+] sodium 2,3-dimethyl-3-pentanolate